ClC=1C=C(C=CC1)C1=NC(=CC=C1C(CC)O)N1C=NC2=C1C=C(C(=C2)OC)OC 1-(2-(3-chlorophenyl)-6-(5,6-dimethoxy-1H-benzo[d]imidazol-1-yl)pyridin-3-yl)propan-1-ol